CN(CCN1C(N=CC(=C1)C1=NC=CC=C1)=O)C 1-(2-(dimethylamino)ethyl)-5-(pyridin-2-yl)pyrimidin-2(1H)-one